6-(PYRIDIN-3-YLOXY)PYRIDINE-3-BORONIC ACID N1=CC(=CC=C1)OC1=CC=C(C=N1)B(O)O